C(=O)(C(=C)C)N=C=O methacryl isocyanate